2-({6-[(1,3-Benzothiazol-2-yl)amino]-5-methylpyridazin-3-yl}(methyl)amino)-1,3-thiazole-4-carboxylic acid S1C(=NC2=C1C=CC=C2)NC2=C(C=C(N=N2)N(C=2SC=C(N2)C(=O)O)C)C